OC1=C2CCC(CC2=CC=C1)N(CCC)CC1CCN(CC1)C(=O)C1=CC=C2C=CNC2=C1 (4-(((5-Hydroxy-1,2,3,4-tetrahydronaphthalen-2-yl)(propyl)amino)methyl)piperidin-1-yl)(1H-indol-6-yl)methanone